4-(2-chloroethoxy)-phenylalanine ClCCOC1=CC=C(C[C@H](N)C(=O)O)C=C1